C(C)(C)(C)[Si](OCCCN1C=CC=2N=CN=C(C21)OC2=C(C=C(N)C=C2)F)(C)C 4-((5-(3-((tertbutyldimethylsilyl)oxy)propyl)-5H-pyrrolo[3,2-d]pyrimidin-4-yl)oxy)-3-fluoroaniline